FC(CN1CCC(CC1)CCOC=1C=C2C(=CNC2=CC1)NC(OC(C)(C)C)=O)(F)F tert-Butyl N-(5-[2-[1-(2,2,2-trifluoroethyl)piperidin-4-yl]ethoxy]-1H-indol-3-yl)carbamate